[C@H]1([C@H]([C@@H]([C@H]2[C@@H]([C@H]1O)O2)O)O)O The molecule is a conduritol epoxide resulting from the formal epoxidation of the double bond of (-)-conduritol B. It derives from a (-)-conduritol B. It is an enantiomer of a 1-D-1,2-anhydro-myo-inositol.